4-(bis(5-methylfuran-2-yl)methyl)-2-methoxyphenol CC1=CC=C(O1)C(C1=CC(=C(C=C1)O)OC)C=1OC(=CC1)C